C1(=CC=CC2=CC=C3C=C4C=CC=CC4=CC3=C12)NCCCCN N'-tetraphenyl-1,4-diaminobutan